1-(4-(((5-Fluoro-2-methoxybenzoyl)oxy)methyl)phenyl)-4-nitro-1H-pyrazole-5-carboxylic acid ethyl ester C(C)OC(=O)C1=C(C=NN1C1=CC=C(C=C1)COC(C1=C(C=CC(=C1)F)OC)=O)[N+](=O)[O-]